(S)-N-(4-chlorobenzyl)-2,3,4,9-tetrahydro-1H-carbazol-1-amine ClC1=CC=C(CN[C@H]2CCCC=3C4=CC=CC=C4NC23)C=C1